C(C)(C)(C)C=1C=CC2=C(N=C(O2)[C@](C)(O)C2=CC=C(C=C2)OC)C1 (R)-1-(5-tert-butyl-2-benzoxazolyl)-1-(4-methoxyphenyl)-1-ethanol